ClC=1C=C(C=CC1)C1=C(C(=CC(=C1)C1=CC=CC=C1)C1=CC=C(C=C1)C)C=1SC2=C(N1)C=CC=C2 2-(3-chloro-4''-methyl-5'-phenyl-[1,1':3',1''-terphenyl]-2'-yl)benzo[d]thiazole